C(C=C)(=O)N1C[C@H](CC1)C(=O)N([C@@H](C(C)C)C(=O)OC(C)(C)C)C tert-butyl N-((S)-1-acryloylpyrrolidine-3-carbonyl)-N-methyl-L-valinate